tert-butyl (2S,6S*)-2-(hydroxymethyl)-6-methoxy-6-methyl-1,4-oxazepane-4-carboxylate OC[C@H]1OC[C@@](CN(C1)C(=O)OC(C)(C)C)(C)OC |o1:5|